(4-methoxyphenyl)-2,4-diphenyl-1H-imidazole COC1=CC=C(C=C1)N1C(=NC(=C1)C1=CC=CC=C1)C1=CC=CC=C1